ethylene-propyleneoxide C1CCC(C)O1